4-(1,5-dimethylpyrazol-4-yl)-N-pentyl-3,4-dihydro-1H-isoquinoline-2-carboxamide CN1N=CC(=C1C)C1CN(CC2=CC=CC=C12)C(=O)NCCCCC